N-(tetrahydro-2H-pyran-4-yl)cyclohexane-1,4-diamine O1CCC(CC1)NC1CCC(CC1)N